1,2-di(2-pyridyl)ethanedione N1=C(C=CC=C1)C(C(=O)C1=NC=CC=C1)=O